C(CCC(=O)OC1=CC=C(C=C1)C(F)(F)F)(=O)OC Methyl (4-(trifluoromethyl)phenyl) succinate